7-(4-Acrylamidophenyl)-2-(4-phenoxyphenyl)-4,5,6,7-tetrahydropyrazolo[1,5-a]pyrimidine-3-carboxamide C(C=C)(=O)NC1=CC=C(C=C1)C1CCNC=2N1N=C(C2C(=O)N)C2=CC=C(C=C2)OC2=CC=CC=C2